2-morpholinopropane O1CCN(CC1)C(C)C